2-((1H-benzo[d]imidazole-2-yl)(2-hydroxyphenyl)methyl)isoindolin-1-one N1C(=NC2=C1C=CC=C2)C(N2C(C1=CC=CC=C1C2)=O)C2=C(C=CC=C2)O